BrC=1C(=C(C=CC1C)C[C@@H](C(=O)OC)NC(=O)OC(C)(C)C)O methyl (2S)-3-(3-bromo-2-hydroxy-4-methylphenyl)-2-[(tert-butoxycarbonyl)amino]propanoate